3-[5-(5,5-difluoro-2,7-diazaspiro[3.5]nonan-2-yl)-4-fluoro-3-methyl-2-oxo-benzoimidazol-1-yl]piperidine-2,6-dione FC1(C2(CN(C2)C2=C(C3=C(N(C(N3C)=O)C3C(NC(CC3)=O)=O)C=C2)F)CCNC1)F